1-amino-5-ethoxy-4-(ethoxycarbonyl)-2-(prop-1-yn-1-yl)pyridin-1-ium N[N+]1=C(C=C(C(=C1)OCC)C(=O)OCC)C#CC